CN1C([C@@H](CC1)N)=O (R)-1-methyl-2-oxo-pyrrolidin-3-amine